ClC1=CC(=C(C=C1)C1=NC(=CC=2C1=NC(=C(N2)C)C)[C@@H]2C[C@@H](OCC2)C2=CC(=NC=C2)C)F 5-(4-chloro-2-fluorophenyl)-2,3-dimethyl-7-((2R,4S)-2-(2-methyl-4-pyridinyl)tetrahydro-2H-pyran-4-yl)pyrido[3,4-b]pyrazine